FC1=CC=2N(C=C1)C(=CN2)C=2C1=C(C(=NC2)NC2=CC=C(C=C2)N2C[C@@H](CCC2)C(C)(C)O)C(NC1)=O (R)-7-(7-fluoroimidazo[1,2-a]pyridin-3-yl)-4-((4-(3-(2-hydroxypropan-2-yl)piperidin-1-yl)phenyl)amino)-1,2-dihydro-3H-pyrrolo[3,4-c]pyridin-3-one